[Na+].OC(CCCCCCCCCCCCCCC)S(=O)(=O)[O-] 1-hydroxyhexadecane-1-sulfonic acid sodium salt